The molecule is a carboxylic ester-lactam that is a synthetic DDM (didehydroxymycobactin)-like lipopeptide. It is a member of 1,3-oxazoles, a carboxylic ester, a lactam and a hydroxamic acid. CCCCCCCCCCCCCCCC(=O)N(CCCCC(C(=O)OC(C)CC(=O)NC1CCCCN(C1=O)O[Si](C2=CC=CC=C2)(C3=CC=CC=C3)C(C)(C)C)NC(=O)C4(COC(=N4)C5=CC=CC=C5O)C)O